1-tert-butyl (4-(3-amino-6-chloropyridazin-4-yl)but-3-yn-1-yl)carbamate NC=1N=NC(=CC1C#CCCNC(OC(C)(C)C)=O)Cl